O=C1NC2(CCCCC2)OC2=C1C=C(C=C2)NC(=O)C=2NC1=CC=C(C=C1C2)Cl N-(4-oxo-3,4-dihydrospiro[benzo[e][1,3]oxazine-2,1'-cyclohexane]-6-yl)-5-chloro-1H-indole-2-carboxamide